ClC1=CC=C2C(=NC=3N(C2=C1)C=NN3)N(C3=CC(=CC=C3)C=3C=NC(=CC3)C(F)(F)F)C 8-chloro-N-methyl-N-(3-(6-(trifluoromethyl)pyridin-3-yl)phenyl)-[1,2,4]triazolo[4,3-a]quinazolin-5-amine